C1(=CC=CC=C1)C=1N=C(C(=NC1)N)C1=CC=NC=C1 5-phenyl-3-(pyridin-4-yl)pyrazin-2-amine